C(C1=CC=CC=C1)OC=1C=CC(=NC1)NCC1=CC(=C(C(=C1)O)N1CC(NS1(=O)=O)=O)F 5-[4-[[(5-benzyloxy-2-pyridinyl)amino]methyl]-2-fluoro-6-hydroxy-phenyl]-1,1-dioxo-1,2,5-thiadiazolidin-3-one